ClC1=CC=C(CN2[C@H]3CC(C[C@@H]2CC3)NC(=O)C3=CC=C2C(=N3)NC=C2)C=C1 N-((1R,3s,5S)-8-(4-Chlorobenzyl)-8-azabicyclo[3.2.1]octan-3-yl)-1H-pyrrolo[2,3-b]pyridin-6-carboxamid